10-diphenylamino-9-(4-diphenylamino-1-naphthyl)anthracene C1(=CC=CC=C1)N(C1=C2C=CC=CC2=C(C2=CC=CC=C12)C1=CC=C(C2=CC=CC=C12)N(C1=CC=CC=C1)C1=CC=CC=C1)C1=CC=CC=C1